methyl 3-(5-((4-(3,4-dichlorobenzyl)piperidin-1-yl)methyl)-4H-1,2,4-triazol-3-yl)-1H-indol-7-carboxylate ClC=1C=C(CC2CCN(CC2)CC=2NC(=NN2)C2=CNC3=C(C=CC=C23)C(=O)OC)C=CC1Cl